1-ethyl-3-methyl-imidazolium Thiocyanate [S-]C#N.C(C)N1C=[N+](C=C1)C